C(C)(C)(C)OC(=O)N1C(CN(CC1)C(=O)OC(C)(C)C)C=1C=C(C(=O)O)C=CC1Br 3-[1,4-bis(tert-butoxycarbonyl)piperazin-2-yl]-4-bromo-benzoic acid